CC(C)(C)OC(=O)NC1CC(C1)O tert-Butyl N-[(1s,3s)-3-Hydroxycyclobutyl]carbamate